(S)-7-(4-(2-((5-methyl-1,2,4-oxadiazol-3-yl)methoxy)phenyl)piperidin-1-yl)-2-(1,3,4-thiadiazol-2-yl)-5-oxa-2-azaspiro[3.4]octane CC1=NC(=NO1)COC1=C(C=CC=C1)C1CCN(CC1)[C@@H]1COC2(CN(C2)C=2SC=NN2)C1